C[Si](CCCSSSSCCC[Si](C)(OC)OC)(OC)OC Bis(3-methyldimethoxysilylpropyl)tetrasulfane